N-(2-(4-((2S,6R)-2,6-dimethylmorpholino)piperidine-1-yl)-4-methoxy-5-((6-((R)-3-(2,3,6-trifluorophenyl)-isoxazolidine-2-yl)pyrimidine-4-yl)amino)phenyl)acrylamide C[C@@H]1O[C@@H](CN(C1)C1CCN(CC1)C1=C(C=C(C(=C1)OC)NC1=NC=NC(=C1)N1OCC[C@@H]1C1=C(C(=CC=C1F)F)F)NC(C=C)=O)C